N-(4-methylcarbamoylphenyl)-4-(2-{[4-(morpholin-4-yl)phenyl]amino}pyrimidin-4-yl)piperazine-1-carboxamide CNC(=O)C1=CC=C(C=C1)NC(=O)N1CCN(CC1)C1=NC(=NC=C1)NC1=CC=C(C=C1)N1CCOCC1